FC=1C=C(C=O)C=C(C1OC)F 3,5-difluoro-4-methoxy-benzaldehyde